2-(4-(methoxycarbonyl)phenyl)-4-(1-methyl-1H-pyrazol-5-yl)piperidine COC(=O)C1=CC=C(C=C1)C1NCCC(C1)C1=CC=NN1C